FC1(CC(C1)N1C(C(=CC=C1)NC(C1=C(C=C(C=C1)NS(=O)(=O)CCO)N1C[C@@H]2C[C@@]2(CC1)CF)=O)=O)F N-(1-(3,3-difluorocyclobutyl)-2-oxo-1,2-dihydropyridin-3-yl)-2-((1R,6S)-6-(fluoromethyl)-3-azabicyclo[4.1.0]heptan-3-yl)-4-((2-hydroxyethyl)sulfonamido)benzamide